3,5-dinitrobenzoylamino-n-propyltriethoxysilane [N+](=O)([O-])C=1C=C(C(=O)NC(C)O[Si](OCC)(OCC)CCC)C=C(C1)[N+](=O)[O-]